C(CCCCCCC(=O)[O-])(=O)[O-].C(CCCCCCC(=O)[O-])(=O)[O-].C(CCCCCCC(=O)[O-])(=O)[O-].COC(=O)[Sn+2]C1=CC=CC=C1.COC(=O)[Sn+2]C1=CC=CC=C1.COC(=O)[Sn+2]C1=CC=CC=C1 methoxycarbonylphenyl-tin trisuberate